iron gold [Au].[Fe]